N1CC(C1)OC=1SC(=CN1)[C@H]1N([C@@H](CC2=C1NC1=CC=CC=C21)C)CC(C)(C)F 2-(Azetidin-3-yloxy)-5-((1S,3R)-2-(2-fluoro-2-methylpropyl)-3-methyl-2,3,4,9-tetrahydro-1H-pyrido[3,4-b]indol-1-yl)thiazole